(1,4,7-Triazanonane-1,4,7-triyl)triacetic acid N(CCN(CCN(CC)CC(=O)O)CC(=O)O)CC(=O)O